(benzotriazol-1-yloxy)-tris(dimethylamino)-phosphonium N1(N=NC2=C1C=CC=C2)O[P+](N(C)C)(N(C)C)N(C)C